6-(3-isopropyl-5-(1-((1-methyl-1H-1,2,3-triazol-4-yl)methyl)piperidin-4-yl)-1H-indol-2-yl)-7,8-dimethyl-[1,2,4]triazolo[4,3-a]pyridine C(C)(C)C1=C(NC2=CC=C(C=C12)C1CCN(CC1)CC=1N=NN(C1)C)C=1C(=C(C=2N(C1)C=NN2)C)C